C1(CC1)OC1=CC2=C(NC([C@H]3N(C2=O)C[C@@H](C3)O)=O)C=C1O[Si](C(C)C)(C(C)C)C(C)C (2R,11aS)-7-cyclopropyloxy-2-hydroxy-8-((triisopropylsilyl)oxy)-1,2,3,11a-tetrahydro-5H-benzo[e]pyrrolo[1,2-a][1,4]diazepine-5,11(10H)-dione